2-methylchroman-5-sulfonyl chloride CC1OC=2C=CC=C(C2CC1)S(=O)(=O)Cl